6-Chloro-3-((4-hydroxy-1-(1-methylcyclopropanecarbonyl)piperidin-4-yl)methyl)-7-(3-morpholinophenyl)-3H-pyrrolo[2,3-d]pyrimidin-4(7H)-one ClC1=CC2=C(N=CN(C2=O)CC2(CCN(CC2)C(=O)C2(CC2)C)O)N1C1=CC(=CC=C1)N1CCOCC1